O=C1N(C2=CC=C(C=3C2=C1C=CC3)N3CCC(CC3)=O)C3C(NC(CC3)=O)=O 3-[2-oxo-6-(4-oxo-1-piperidyl)benzo[cd]indol-1-yl]piperidine-2,6-dione